NC1(CCN(CC1)C1=NC(=C(C(=N1)C(=O)N)C1=C(C(=NC=C1)Cl)Cl)C)C 2-(4-Amino-4-methyl-piperidin-1-yl)-5-(2,3-dichloro-pyridin-4-yl)-6-methyl-pyrimidine-4-carboxylic acid amide